5-(2,6-Dimethylphenyl)-9λ6-thia-6,8,15,23-tetraazatetracyclo[15.3.1.13,7.110,14]tricosa-1(21),3(23),4,6,10,12,14(22),17,19-nonaene-9,9,16-trione CC1=C(C(=CC=C1)C)C1=CC=2CC=3C=CC=C(C(NC=4C=CC=C(S(NC(=N1)N2)(=O)=O)C4)=O)C3